CC(CCCCCCCCCCCCCCCC)O beta-octadecanol